FC(C1=CC(=CC=2N1N=CN2)OC)C2=CC=C(C=C2)OC(F)(F)F 5-(fluoro(4-(trifluoromethoxy)phenyl)methyl)-7-methoxy-[1,2,4]triazolo[1,5-a]pyridine